(E)-N-(3-bromo-4-fluoropyridin-2-yl)-N-hydroxyformamidine BrC=1C(=NC=CC1F)N(\C=N\[H])O